ClC1=NC2=C(C=C(C=C2C=N1)OC1=CC=C(C=C1)F)C1=CC=CC=C1 2-chloro-6-(4-fluorophenoxy)-8-phenylquinazoline